(4-fluoro-2-(2H-1,2,3-triazol-2-yl)phenyl)((1S,4R,6R)-6-((5-(trifluoromethyl)pyridin-2-yl)oxy)-2-azabicyclo[2.2.1]heptan-2-yl)methanone FC1=CC(=C(C=C1)C(=O)N1[C@@H]2[C@@H](C[C@H](C1)C2)OC2=NC=C(C=C2)C(F)(F)F)N2N=CC=N2